[Cl-].C1(=CC=CC=C1)[PH3+] Phenyl-Phosphonium Chloride